FC(C1=CC=CC(=N1)[C@@H](C)N)(F)F (R)-1-(6-(trifluoromethyl)pyridin-2-yl)ethanamine